C1(=CCCCCCC1)CCNC(C1=NC=CC=C1)=O N-(2-(cyclooct-1-en-1-yl)ethyl)picolinamide